7-Chloro-1-(4-(trifluoromethyl)phenyl)-1H-indol-5-amine ClC=1C=C(C=C2C=CN(C12)C1=CC=C(C=C1)C(F)(F)F)N